C(C1=CC=CC=C1)OC(=O)N(CCN(C(OC(C)(C)C)=O)C)CC1=NOC(=C1)C tert-butyl N-[2-[benzyloxycarbonyl-[(5-methylisoxazol-3-yl) methyl]amino]ethyl]-N-methyl-carbamate